2-bromo-4-chloro-6-(methylsulfonyl)pyridine BrC1=NC(=CC(=C1)Cl)S(=O)(=O)C